4-[2-(2,5-Dioxopyrrol-1-yl)ethyl]piperazine-1-carboxylic acid tert-butyl ester C(C)(C)(C)OC(=O)N1CCN(CC1)CCN1C(C=CC1=O)=O